(7-chloro-3,4-dihydro-2H-benzo[b][1,4]dioxepin-3-yl)methanol ClC1=CC2=C(OCC(CO2)CO)C=C1